OC(COC1=CC=C(C=C1)C1(C2=CC=CC=C2C=2C=CC=CC12)C1=CC=C(C=C1)OCC(COC(C=C)=O)O)COC(C=C)=O 9,9-bis[4-(2-hydroxy-3-acryloyloxypropyloxy)phenyl]fluorene